NC1=NC=CC(=N1)C(C(=O)OCC)(F)F ethyl 2-(2-aminopyrimidin-4-yl)-2,2-difluoroacetate